4-(1-benzyl-1H-pyrazol-4-yl)-1H-pyrrolo[2,3-b]pyridin C(C1=CC=CC=C1)N1N=CC(=C1)C1=C2C(=NC=C1)NC=C2